N1CCC2(CC1)CCC=1N=C3N(CC12)NC=N3 5,8-dihydrospiro[cyclopenta[d][1,2,4]triazolo[1,5-a]pyrimidine-7,4'-piperidin]